8-((4-(2,4-dimethoxyphenyl)piperazin-1-yl)methyl)-5,7-dihydroxy-3-(4-hydroxyphenyl)-4H-benzopyran-4-one COC1=C(C=CC(=C1)OC)N1CCN(CC1)CC1=C(C=C(C=2C(C(=COC21)C2=CC=C(C=C2)O)=O)O)O